N-(4-((2-((2-(2,5-dioxo-2,5-dihydro-1H-pyrrol-1-yl)ethyl)amino)-2-oxoethyl)thio)-4-methylpentanoyl)-N-methyl-L-alaninate O=C1N(C(C=C1)=O)CCNC(CSC(CCC(=O)N([C@@H](C)C(=O)[O-])C)(C)C)=O